O=C(CCC(=O)OC)NC[C@H]1OC([C@@H]([C@@H]1O)O)O Methyl 4-oxo-4-[[(2R,3S,4R)-3,4,5-trihydroxytetrahydrofuran-2-yl]methylamino]-butanoate